CC1=C(C=NC=C1)C1=CC(=NC=C1C)C(=O)NC1=NC=CC=C1 4,5'-Dimethyl-N-(pyridin-2-yl)-[3,4'-bipyridine]-2'-carboxamide